N-(5-(4-cyano-5-(3,4-dimethoxyphenyl)pyridin-3-yl)thiophen-3-yl)cyclobutylcarboxamide C(#N)C1=C(C=NC=C1C1=CC(=C(C=C1)OC)OC)C1=CC(=CS1)NC(=O)C1CCC1